3-hydroxy-5-(5-hydroxy-7-methoxy-4-oxo-2,3-dihydro-4H-chromen-2-yl)phenolate OC=1C=C(C=C(C1)C1OC2=CC(=CC(=C2C(C1)=O)O)OC)[O-]